FC(CCCCCOC1=NSN=C1C=1CN(CCC1)C)F 3-((6,6-difluorohexyl)oxy)-4-(1-methyl-1,2,5,6-tetrahydropyridin-3-yl)-1,2,5-thiadiazole